N1(CCNCCNCCNCC1)[C@H]1[C@@H](N(C[C@@H]1O)C(=O)OCC1=CC=CC=C1)C(=O)OCC1=CC=CC=C1 dibenzyl (2R,3S,4S)-3-(1,4,7,10-tetraazacyclododecan-1-yl)-4-hydroxypyrrolidine-1,2-dicarboxylate